OC1=CC(=NC=C1OC)N1[C@H]([C@H](CC1)NS(=O)(=O)C)CO[C@@H]1CC[C@@H](CC1)C1=CC=CC=C1 N-((2R,3S)-1-(4-hydroxy-5-methoxypyridin-2-yl)-2-((((CIS)-4-phenylcyclohexyl)oxy)methyl)pyrrolidin-3-yl)methanesulfonamide